C(C)N(C1=C(C(=NC=N1)NCC1C(CN(CC1)CC(=O)N)O)F)CC1=CC=C(C=C1)C=1C=NN(C1)C 2-(4-(((6-(ethyl(4-(1-methyl-1H-pyrazol-4-yl)benzyl)amino)-5-fluoropyrimidin-4-yl)amino)methyl)-3-hydroxypiperidin-1-yl)acetamide